C(C1=CC=CC=C1)OC1=C(C(=C2C[C@@H](N(C2=C1)C(=O)OC(C)(C)C)CNCC1CCCC1)F)N(C(C(F)(F)F)=O)CC(=O)OC(C)(C)C tert-butyl (2R)-6-(benzyloxy)-5-[(2-tert-butoxy-2-oxoethyl)(trifluoroacetyl)amino]-2-{[(cyclopentylmethyl)amino]methyl}-4-fluoro-2,3-dihydro-1H-indole-1-carboxylate